FC=1C(=NC=CC1C1=C(C2=C(C=3C=CNC3C=C2)CCC1)C1=CC=C(C=C1)CC1CN(C1)CCCF)OC 7-(3-Fluoro-2-methoxypyridin-4-yl)-6-(4-((1-(3-fluoropropyl)azetidin-3-yl)methyl)phenyl)-3,8,9,10-tetrahydrocyclohepta[e]indole